CC=1SC(=C(N1)C(=O)N1C2CC(CC1COC1=NC3=CC=CC=C3C=C1)C2)C2=CC=CC=C2 2-{[2-(2-methyl-5-phenyl-1,3-thiazole-4-carbonyl)-2-azabicyclo[3.1.1]hept-3-yl]methoxy}quinoline